3-(4-fluorophenyl)-N,N-dimethyl-5-((7-morpholino-2-(pyridin-4-yl)pyrazolo[1,5-a]pyrimidin-5-yl)amino)-1H-pyrazole-1-sulfonamide FC1=CC=C(C=C1)C1=NN(C(=C1)NC1=NC=2N(C(=C1)N1CCOCC1)N=C(C2)C2=CC=NC=C2)S(=O)(=O)N(C)C